2,5-bisphenylamino-1,4-benzoquinone C1(=CC=CC=C1)NC=1C(C=C(C(C1)=O)NC1=CC=CC=C1)=O